C1(C=CC(N1C=1C=C(C(=O)C2(C(=O)N(C(C2)=O)S(=O)(=O)O)O)C=CC1)=O)=O m-Maleimidobenzoyl-N-sulfohydroxysuccinimide